C1(CC1)C1=C(C(=NO1)C1=C(C=CC=C1Cl)Cl)CCN1CC2CCC(C1)N2C2=CC=C1C(=CN(C1=C2)C)C(=O)O 6-(3-(2-(5-cyclopropyl-3-(2,6-dichlorophenyl)isoxazol-4-yl)ethyl)-3,8-diazabicyclo[3.2.1]octane-8-yl)-1-methyl-1H-indole-3-carboxylic acid